4-hydroxy-[2,2'-bipyrimidine]-5-carboxylic acid OC1=NC(=NC=C1C(=O)O)C1=NC=CC=N1